C(C)(=O)C1=CC=C(OC2=CC=C(OC3CN(C3)C=3C(=C(C(=O)OC)C=CC3)N3C=CC=C3)C=C2)C=C1 Methyl 3-(3-(4-(4-acetylphenoxy)phenoxy) azetidin-1-yl)-2-(1H-pyrrol-1-yl)benzoate